F[C@@H]1C[C@@]2(CCCN2C1)COC=1N=C(C2=C(N1)C[C@@]1(OC2)CCCC2=CC=C(C=C21)N)N2CCOCCC2 (S)-2'-(((2R,7aS)-2-Fluorotetrahydro-1H-pyrrolizin-7a(5H)-yl)methoxy)-4'-(1,4-oxazepan-4-yl)-3,4,5',8'-tetrahydro-2H-spiro[naphthalene-1,7'-pyrano[4,3-d]pyrimidin]-7-amine